3-((6-(benzyloxy)-3-bromoquinoline-5-yl)oxy)Propan-1-ol C(C1=CC=CC=C1)OC=1C(=C2C=C(C=NC2=CC1)Br)OCCCO